7'-(3-fluorobicyclo[1.1.1]pentan-1-yl)-2'-((7-methyl-[1,2,4]triazolo[1,5-a]pyridin-6-yl)amino)spiro[cyclopropane-1,5'-pyrrolo[2,3-d]pyrimidin]-6'(7'H)-one FC12CC(C1)(C2)N2C(C1(C3=C2N=C(N=C3)NC=3C(=CC=2N(C3)N=CN2)C)CC1)=O